ClC1=CC=C2[C@@H](C[C@@H](N(C2=C1)C(CC)=O)C)NC=O |o1:5,7| N-((2S*,4R*)-7-chloro-2-methyl-1-propionyl-1,2,3,4-tetrahydroquinolin-4-yl)formamide